N-(4-{1-[(2,4-dimethoxyphenyl)carbonyl]piperidin-4-yl}butyl)imidazo[1,2-a]pyridine-6-carboxamide COC1=C(C=CC(=C1)OC)C(=O)N1CCC(CC1)CCCCNC(=O)C=1C=CC=2N(C1)C=CN2